FC=1C=C(C=CC1OC)[C@@H](C)NC(C1=C(C=CC(=C1)N1CCN(CC1)C)C)=O N-[(1R)-1-(3-Fluoro-4-methoxy-phenyl)ethyl]-2-methyl-5-(4-methylpiperazin-1-yl)benzamide